FC([C@@H]1NCCCC1)(F)F (R)-2-trifluoromethyl-piperidine